5-[(tert-butyldimethylsilyl)oxy]oxepan-4-one [Si](C)(C)(C(C)(C)C)OC1C(CCOCC1)=O